4-[3-chloro-4-[methyl-(propionyl)amino]phenyl]-N-[(2-methyl-3-pyridinyl)methyl]benzamide methyl-(2Z)-2-{[(benzyloxy)carbonyl]amino}-3-(1-methoxy-2-naphthyl)acrylate COC(/C(=C/C1=C(C2=CC=CC=C2C=C1)OC)/NC(=O)OCC1=CC=CC=C1)=O.ClC=1C=C(C=CC1N(C(CC)=O)C)C1=CC=C(C(=O)NCC=2C(=NC=CC2)C)C=C1